2-chloro-9-(1,5-dimethyl-1H-pyrazol-3-yl)-6-hydrazinyl-9H-purine ClC1=NC(=C2N=CN(C2=N1)C1=NN(C(=C1)C)C)NN